[Si](C)(C)(C(C)(C)C)OC1CC(C1)N1N=C(C=C1C)C(F)(F)F 1-((1s,3s)-3-((tert-butyldimethylsilyl)oxy)cyclobutyl)-5-methyl-3-(trifluoromethyl)-1H-pyrazole